ethyl (Z)-3-((3-butyl-3-ethyl-2-(4-methoxybenzyl)-7-(methylthio)-1,1-dioxido-5-phenyl-2,3,4,5-tetrahydro-1,2,5-benzothiadiazepin-8-yl)oxy)-2-fluoroacrylate C(CCC)C1(N(S(C2=C(N(C1)C1=CC=CC=C1)C=C(C(=C2)O\C=C(\C(=O)OCC)/F)SC)(=O)=O)CC2=CC=C(C=C2)OC)CC